glycerine sesquioleate C(CCCCCCC\C=C/CCCCCCCC)(=O)O.OCC(O)CO.C(CCCCCCC\C=C/CCCCCCCC)(=O)O.C(CCCCCCC\C=C/CCCCCCCC)(=O)O.OCC(O)CO